tert-butyl (4R)-4-[(6-bromo-[1,2,4]triazolo[1,5-a]pyrazin-8-yl)oxy]azepane-1-carboxylate BrC=1N=C(C=2N(C1)N=CN2)O[C@H]2CCN(CCC2)C(=O)OC(C)(C)C